C1(CC1)CN1C(C(=CC2=CC=CC=C12)C)=O 1-(cyclopropylmethyl)-3-methylquinolin-2(1H)-one